OC1=C(CNC2=C3N=CN=C3N(C=N2)C2[C@H](O)[C@@H](O)[C@H](O)[C@H](O2)CO)C=CC(=C1)OC 6-(2-hydroxy-4-methoxybenzylamino)-3-glucopyranosylpurine